10-Hydroxy-7,7-dimethyl-2-(4-(4-methylpiperazine-1-carbonyl)phenyl)-5,12b-dihydro-1H,7H-chromeno[4,3-c][1,2,4]triazolo[1,2-a]Pyridazine OC=1C=CC2=C(C1)OC(C=1C2N2N(CC1)CN(C2)C2=CC=C(C=C2)C(=O)N2CCN(CC2)C)(C)C